3-(3-chloro-5-fluorophenyl)-1-(pyridin-2-ylethynyl)-3-azabicyclo[3.1.0]hexane ClC=1C=C(C=C(C1)F)N1CC2(CC2C1)C#CC1=NC=CC=C1